Cl.BrC=1C=CC=C2CN3C(=NC12)SCC3(O)CCl 9-bromo-3-(chloromethyl)-2,3-dihydro-5H-thiazolo[2,3-b]Quinazoline-3-ol hydrochloride